racemic-14-methyl-bicyclo[9.4.0]pentadec-1-en-12-one CC1CC(C2CCCCCCCCC=C2C1)=O